C(CCCCCCC\C=C/C\C=C/CCCCC)(=O)OCCCCCCCC\C=C/CCCCCCCC.C(CCCCCCC\C=C/C\C=C/CCCCC)(=O)OCCCCCCCC\C=C/CCCCCCCC dioleyl dilinoleate